COC(C(C)(C)C=1C=C(OC2CN(C2)C(=O)OCCCC)C=CC1)=O butyl 3-[3-(2-methoxy-1,1-dimethyl-2-oxo-ethyl)phenoxy]azetidine-1-carboxylate